6-(4-(tert-butoxycarbonyl)piperazin-1-yl)pyridazine-3-carboxylic acid methyl ester COC(=O)C=1N=NC(=CC1)N1CCN(CC1)C(=O)OC(C)(C)C